NC1=NC=CC(=C1)C=1OC=C(N1)C(=O)NC1=CC2=C(OCC(N2)=O)C=C1N1CCC(CC1)CO 2-(2-Aminopyridin-4-yl)-N-(7-(4-(hydroxymethyl)piperidin-1-yl)-3-oxo-3,4-dihydro-2H-benzo[b][1,4]oxazin-6-yl)oxazole-4-carboxamide